C(C)OC1=NC=CC=C1C1=NC=2CN(CC3(CCN(CC3)C3=NC=C(C=C3C(F)(F)F)F)C2C=C1)C[C@@H]1NCCC1 2-(2-ethoxy-3-pyridinyl)-1'-[5-fluoro-3-(trifluoromethyl)-2-pyridinyl]-7-[[(2R)-pyrrolidin-2-yl]methyl]spiro[6,8-dihydro-1,7-naphthyridine-5,4'-piperidine]